4-(4-chloro-3-hydroxy-5,5,8,8-tetramethyl-5,6,7,8-tetrahydronaphthalene-2-carboxamido)-2,6-difluorobenzoic acid ClC1=C(C(=CC=2C(CCC(C12)(C)C)(C)C)C(=O)NC1=CC(=C(C(=O)O)C(=C1)F)F)O